CNC=1SC(=C(N1)C1=CC=CC=C1)OC1=CC(=NC=C1)NC=1C=C(C=CC1)S(=O)(=O)N 3-((4-((2-(Methylamino)-4-phenylthiazol-5-yl)oxy)pyridin-2-yl)amino)benzenesulfonamide